Cerium chlorid [Cl-].[Ce+3].[Cl-].[Cl-]